1,1-bis(diazo-acetyl)-2-phenylethane [N+](=[N-])=CC(=O)C(CC1=CC=CC=C1)C(C=[N+]=[N-])=O